1-(3-fluoro-5-methylphenyl)-2-((3-methyl-4-(4,4,5,5-tetramethyl-1,3,2-dioxaborolan-2-yl)phenyl)amino)-2-oxoethyl acetate C(C)(=O)OC(C(=O)NC1=CC(=C(C=C1)B1OC(C(O1)(C)C)(C)C)C)C1=CC(=CC(=C1)C)F